dimethyl-adipimide HCL Cl.CC1(C(=O)NC(CCC1)=O)C